Dimethyl 2-cyano-6-methyl-4-(thieno[2,3-b]pyridin-3-yl)-1,4-dihydropyridine-3,5-dicarboxylate C(#N)C=1NC(=C(C(C1C(=O)OC)C1=CSC2=NC=CC=C21)C(=O)OC)C